ClC=1C2=C(N(N=C2C=CC1)C)C#N 4-Chloro-3-cyano-2-methyl-2H-indazole